C(C=C)(=O)O.C(C=C)(=O)O.C(C=C)(=O)O.OCC(O)CO.OCC(O)CO diglycerol triacrylate